1-(((R)-7-((R)-3-cyclobutyl-2-methylpropanoyl)-10-hydroxy-7-azaspiro[4.5]decan-10-yl)methyl)-4-cyclopropyl-5-(piperazine-1-carbonyl)pyridin-2(1H)-one C1(CCC1)C[C@H](C(=O)N1CC2(CCCC2)[C@@](CC1)(O)CN1C(C=C(C(=C1)C(=O)N1CCNCC1)C1CC1)=O)C